C(CCC)CO butyl-carbinol